3-(4-(dihexylamino)-3-fluorophenyl)-2,6-dimethylpyrimidin-4(3H)-one hydrochloride Cl.C(CCCCC)N(C1=C(C=C(C=C1)N1C(=NC(=CC1=O)C)C)F)CCCCCC